(Boc) aminobenzyl-3,3-difluoro-1-azaspiro[4.4]nonane-1-carboxylate NC1(N(C2(CC1(F)F)CCCC2)C(=O)OC(=O)OC(C)(C)C)CC2=CC=CC=C2